2-(4-(3-(1-(2-Fluoroacryloyl)azetidin-3-yl)-1-(4-(trifluoromethoxy)phenyl)-1H-pyrazolo[3,4-b]pyridin-4-yl)-1H-pyrazol-1-yl)acetamide FC(C(=O)N1CC(C1)C1=NN(C2=NC=CC(=C21)C=2C=NN(C2)CC(=O)N)C2=CC=C(C=C2)OC(F)(F)F)=C